1-hydroxymethyl-1-(t-butoxycarbonylaminomethyl)cyclopropane OCC1(CC1)CNC(=O)OC(C)(C)C